CC(C)[C@H]([C@@H](C(=O)NP(=O)(O)OC[C@@H]1[C@H]([C@H]([C@@H](O1)N2C=NC3=C(N=CN=C32)NP(=O)(O)OC4[C@@H]([C@H]([C@@H](O4)[C@@H](CO)O)O)O)O)O)O)O The molecule is a nucleotide conjugate that is produced by Agrobacterium radiobacter strain K-84. A 'Trojan horse' antibiotic used to control crown gall. It has a role as a bacterial metabolite, an EC 6.1.1.4 (leucine--tRNA ligase) inhibitor and an antimicrobial agent. It is a monosaccharide derivative, a phosphoramidate ester and a nucleotide conjugate. It derives from a D-galactose and an adenosine 5'-monophosphate.